3-(5-(3-methyl-1-(oxetan-3-yl)-4-(pyrrolidin-1-ylmethyl)-1H-pyrrolo[2,3-b]pyridin-6-yl)-1-oxoisoindolin-2-yl)piperidine-2,6-dione CC1=CN(C2=NC(=CC(=C21)CN2CCCC2)C=2C=C1CN(C(C1=CC2)=O)C2C(NC(CC2)=O)=O)C2COC2